(2S,4r)-4-hydroxy-1-[(2S)-2-[4-(6-isopropoxy-3-pyridinyl)triazol-1-yl]-3,3-dimethyl-butyryl]-N-methyl-pyrrolidine-2-carboxamide O[C@@H]1C[C@H](N(C1)C([C@H](C(C)(C)C)N1N=NC(=C1)C=1C=NC(=CC1)OC(C)C)=O)C(=O)NC